(1-tert-butoxycarbonyl-4-piperidyl)iodozinc C(C)(C)(C)OC(=O)N1CCC(CC1)[Zn]I